C(CCCCCCC)O[Sn]OCCCCCCCC dioctyloxytin